(R)-N-(3,3-difluoro-1-(methyl-d3)piperidin-4-yl)-5-(1-(2,2-difluoropropyl)-1H-benzo[d][1,2,3]triazol-6-yl)-6-fluoro-4-methoxypyrrolo[2,1-f][1,2,4]triazin-2-amine FC1(CN(CC[C@H]1NC1=NN2C(C(=N1)OC)=C(C(=C2)F)C=2C=CC1=C(N(N=N1)CC(C)(F)F)C2)C([2H])([2H])[2H])F